tert-butyl 4-(2-(4-((1R,2R)-1-(2-cyanophenyl)-2-(5-hydroxy-4-(isoxazol-4-ylcarbamoyl)-1-methyl-6-oxo-1,6-dihydropyrimidin-2-yl)propyl)-1H-pyrazol-1-yl)ethyl)piperazine-1-carboxylate C(#N)C1=C(C=CC=C1)[C@@H]([C@@H](C)C=1N(C(C(=C(N1)C(NC=1C=NOC1)=O)O)=O)C)C=1C=NN(C1)CCN1CCN(CC1)C(=O)OC(C)(C)C